ClC1=C(C(=O)N2CCN(CC2)CC(=O)N2CCCC23C(NC2=CC=CC=C2C3)=O)C=C(C=C1)Cl 1-(2-(4-(2,5-Dichlorobenzoyl)piperazin-1-yl)acetyl)-1',4'-dihydro-2'H-spiro[pyrrolidine-2,3'-quinoline]-2'-one